C1(CC1)S(=O)(=O)NC=1SC=C(N1)C(CC)(CC)NC(C1=CC=C(C=C1)C1=NC=CN=C1)=O N-(3-(2-(cyclopropanesulfonylamino)thiazol-4-yl)pent-3-yl)-4-(pyrazin-2-yl)benzamide